COC1(COC1)C1=C(N=C(S1)C(C(=O)N)CNC1=NC=CC2=CC=C(C=C12)C1=NOC(=N1)C)C [5-(3-methoxyoxetan-3-yl)-4-methyl-thiazol-2-yl]-3-[[7-(5-methyl-1,2,4-oxadiazol-3-yl)-1-isoquinolinyl]amino]propanamide